CC1CCC(N1C(=O)OC(C)(C)C)C(=O)O (2S,5S)-N-Boc-5-methylpyrrolidine-2-carboxylic acid